C[C@@H](C(=O)OC(CN)C1=C(C=CC=C1)F)CCNC(C(CC(=O)N)NC(CCCCCCC)=O)=O 2-amino-1-(2-fluorophenyl)ethanol methyl-(R)-4-(4-amino-2-octanamido-4-oxobutanamido)butanoate